(3-(Pyridin-2-ylmethyl)-1,2,3-oxadiazol-3-ium-5-yl)((3-(2,4,5,6-tetrahydrocyclopenta[c]pyrrole-1-carboxamido)-5-(trifluoromethyl)phenyl)-carbamoyl)amide N1=C(C=CC=C1)C[N+]1=NOC(=C1)[N-]C(NC1=CC(=CC(=C1)C(F)(F)F)NC(=O)C=1NC=C2C1CCC2)=O